2-Fluoro-4-(1-methylpiperidin-3-yl)-N'-((2,4,5,6-tetrahydro-1H-cyclobuta[f]inden-3-yl)carbamoyl)benzenesulfonimidamide FC1=C(C=CC(=C1)C1CN(CCC1)C)S(=O)(N)=NC(NC1=C2C(=CC=3CCCC13)CC2)=O